tertbutyl 6-(4-methyl-3-(trifluoromethoxy)phenyl)-2-azaspiro[3.4]octane-2-carboxylate CC1=C(C=C(C=C1)C1CC2(CN(C2)C(=O)OC(C)(C)C)CC1)OC(F)(F)F